tris(2-naphthyl)selenonium (4-bromopyrazolo[1,5-a]pyridin-6-yl)trifluoromethanesulfonate BrC=1C=2N(C=C(C1)OS(=O)(=O)C(F)(F)F)N=CC2.C2=C(C=CC1=CC=CC=C21)[Se+](C2=CC1=CC=CC=C1C=C2)C2=CC1=CC=CC=C1C=C2